C1=NC=CC2=CC=CC(=C12)CNC1=C(NC=C1)C(=O)OCC ethyl 3-((isoquinolin-8-ylmethyl)amino)-1H-pyrrole-2-carboxylate